Diethylamine adipate C(CCCCC(=O)O)(=O)O.C(C)NCC